C(C1=CC=CC=C1)(=O)O.C(C)(=O)O acetic acid, benzoic acid salt